N-(2-(2-hexoxy)ethyl)-3-(imidazolyl)propan-1-amine CC(CCCC)OCCNCCCC=1NC=CN1